C(C1=CC=CC=C1)(=O)OC1=C(C(=O)NCC2=CC=NC=C2)C=C(C=C1)Cl N-[2-(benzoyloxy)-5-chlorobenzoyl]-N-(4-pyridinylmethyl)amine